S-ADENOSYLMETHIONIN C[S+](CC[C@H](C(=O)O)N)C[C@@H]1[C@H]([C@H]([C@@H](O1)N2C=NC3=C(N=CN=C32)N)O)O